tert-butyl 6-cyclopropylindole-1-carboxylate C1(CC1)C1=CC=C2C=CN(C2=C1)C(=O)OC(C)(C)C